1-((2,2'-dimethyl-[1,1'-biphenyl]-3-yl)methyl)-6-methoxy-1H-indole CC1=C(C=CC=C1CN1C=CC2=CC=C(C=C12)OC)C1=C(C=CC=C1)C